NC1=CC(=C(OC2=C(C=CC=C2)OC2=C(C=C(C=C2)N)C(F)(F)F)C=C1)C(F)(F)F 1,2-bis(4-amino-2-trifluoromethylphenoxy)benzene